trioctyl phosphite P(OCCCCCCCC)(OCCCCCCCC)OCCCCCCCC